2-(2,5-dimethyl-1H-pyrrol-1-yl)-7-(6-(1-(1-(4-fluorophenyl)-2-methylpropyl)-1H-pyrazol-4-yl)pyrazin-2-yl)-[1,2,4]triazolo[1,5-a]pyridine CC=1N(C(=CC1)C)C1=NN2C(C=C(C=C2)C2=NC(=CN=C2)C=2C=NN(C2)C(C(C)C)C2=CC=C(C=C2)F)=N1